1-cyclopentyl-5-[3-(pyridin-4-yl)-1,2,4-oxadiazol-5-yl]-1H-1,2,3-benzotriazole C1(CCCC1)N1N=NC2=C1C=CC(=C2)C2=NC(=NO2)C2=CC=NC=C2